3-fluorophenoxy-acetamide FC=1C=C(OCC(=O)N)C=CC1